ClC=1C=C2C=C(NC2=CC1OCC1=CC(=NO1)C)CNC(=O)[C@@H]1[C@@H](CCC1)O (1S,2R)-N-((5-chloro-6-((3-methylisoxazol-5-yl)methoxy)-1H-indol-2-yl)methyl)-2-hydroxycyclopentane-1-carboxamide